CC1(OCC2(OC3=C(C2)C=C(C(=C3)N3CCOCC3)N)CO1)C 2,2-dimethyl-6'-morpholino-spiro[1,3-dioxane-5,2'-3H-benzofuran]-5'-amine